BrC1=CC(=C(C=C1F)N(S(=O)(=O)C1=CNC2=NC(=CC=C21)Cl)COC)F N-(4-bromo-2,5-difluorophenyl)-6-chloro-N-(methoxymethyl)-1H-pyrrolo[2,3-b]pyridine-3-sulfonamide